methyl 4-benzyl-1-[2-(tert-butoxycarbonylamino)acetyl]-6-methyl-piperazine-2-carboxylate C(C1=CC=CC=C1)N1CC(N(C(C1)C)C(CNC(=O)OC(C)(C)C)=O)C(=O)OC